rac-(2-(4-bromopyridin-2-yl)-1-hydroxyprop-2-yl)ammonia Tert-butyl-benzoate C(C)(C)(C)OC(C1=CC=CC=C1)=O.BrC1=CC(=NC=C1)[C@@](CO)(C)N |r|